N-(3-chloro-5-(ethylsulfonamido)phenyl)-4-(5-fluoro-3-((5-fluoropyridin-3-yl)methoxy)pyridin-2-yl)-5-methylthiophene-2-carboxamide ClC=1C=C(C=C(C1)NS(=O)(=O)CC)NC(=O)C=1SC(=C(C1)C1=NC=C(C=C1OCC=1C=NC=C(C1)F)F)C